C(C)C(=O)NC1CC(C2=CC=CC=C12)(C)C N-ethylcarbonyl-1,1-dimethyl-3-aminoindane